ClC1=NC=C(C(=C1)C1=C(C=NC(=C1)C)C(=O)NC=1SC2=C(N1)CN(C2)C(C2=C(N=C(C=C2)C(F)(F)F)Cl)=O)OC 2'-chloro-N-(5-(2-chloro-6-(trifluoromethyl)nicotinoyl)-5,6-dihydro-4H-pyrrolo[3,4-d]thiazol-2-yl)-5'-methoxy-6-methyl-[4,4'-bipyridine]-3-carboxamide